C(C)(=O)N1CCC(CC1)(F)C1=CC/2=C(N(C(=N\C2=N/[C@H](C)C=2C(=C(C#N)C=CC2)C)C)C)C=N1 (R,Z)-3-(1-((6-(1-acetyl-4-fluoropiperidin-4-yl)-1,2-dimethylpyrido[3,4-d]pyrimidin-4(1H)-ylidene)amino)ethyl)-2-methylbenzonitrile